N[C@H]1CN(CCC1)C(=O)C1=CC2=C(N(C(=N2)C2=CC=3C=4N2CCNC4C=CC3)C)C=C1 (R)-(3-aminopiperidin-1-yl)(2-(2,3-dihydro-1H-pyrrolo[1,2,3-de]quinoxalin-5-yl)-1-methyl-1H-benzo[d]imidazol-5-yl)methanone